N-((5-(hydrazinecarbonyl)pyridin-2-yl)methyl)-N-(pyridin-2-ylmethyl)methanesulfonamide N(N)C(=O)C=1C=CC(=NC1)CN(S(=O)(=O)C)CC1=NC=CC=C1